2-(4-amino-2-(pent-2-yloxy)imidazo[2,1-f][1,2,4]triazin-7-yl)-7-azaspiro[3.5]nonan-2-ol NC1=NC(=NN2C1=NC=C2C2(CC1(C2)CCNCC1)O)OC(C)CCC